COC(CCC[C@@H](C)[C@H]1CC[C@@H]2[C@@]1(CC[C@@H]1[C@]3(CC[C@@H](CC3=CC[C@@H]21)OC(C)=O)C)C)=O (5R)-5-[(1R,3aS,3bS,7S,9aR,9bS,11aR)-7-acetoxy-9a,11a-dimethyl-2,3,3a,3b,4,6,7,8,9,9a,9b,10,11,11a-tetradecahydro-1H-cyclopenta[1,2-a]phenanthrene-1-yl]hexanoic acid methyl ester